2,6-dimethyl-4-allylphenyl allyl ether C(C=C)OC1=C(C=C(C=C1C)CC=C)C